ClC=1C(=NC=CC1C=1C(=C(C=CC1)NC(C1=NC=C(C=C1)CNCCO)=O)C)C1=CC(=C(C(=C1)OC)CNC[C@H]1NC(CC1)=O)F (S)-N-(3-(3-Chloro-2-(3-fluoro-5-methoxy-4-((((5-oxopyrrolidin-2-yl)methyl)amino)methyl)phenyl)pyridin-4-yl)-2-methylphenyl)-5-(((2-hydroxyethyl)amino)methyl)picolinamide